FC1=CC=C(C=C1)C1=CC(=CC=C1)NCC(=O)C1=CC=C(C=C1)C1=NOC(=N1)C(F)(F)F 2-((4'-Fluoro-[1,1'-biphenyl]-3-yl)amino)-1-(4-(5-(trifluoromethyl)-1,2,4-oxadiazolyl)phenyl)ethan-1-on